(2S,4R)-4-[4-(3-methyl-[1,2,4]triazol-4-yl)-2-trifluoromethyl-benzenesulfonyl]-1-(1-trifluoromethyl-cyclopropanecarbonyl)-pyrrolidine-2-carboxylic acid (1-cyano-cyclopropyl)-amide C(#N)C1(CC1)NC(=O)[C@H]1N(C[C@@H](C1)S(=O)(=O)C1=C(C=C(C=C1)N1C(=NN=C1)C)C(F)(F)F)C(=O)C1(CC1)C(F)(F)F